CC1C=CCC1C 3,4-dimethylcyclopentene